5-{1-[(Z)-{[(tert-butoxy)carbonyl]amino}({[(tert-butoxy)carbonyl]imino})methyl]-1,2,3,6-tetrahydropyridin-4-yl}furan C(C)(C)(C)OC(=O)N/C(/N1CCC(=CC1)C1=CC=CO1)=N/C(=O)OC(C)(C)C